C(C1=CC=CC=C1)OC1=C(C=C(C=N1)N)C 6-(Benzyloxy)-5-methylpyridin-3-amine